C(C1=CC=CC=C1)(=O)NC1=NC(N(C=C1)[C@H]1COC[C@@](O1)(CO)COC(C1=CC=CC=C1)=O)=O benzoic acid [(2S,6R)-6-(4-benzamido-2-oxo-pyrimidin-1-yl)-2-(hydroxymethyl)-1,4-dioxan-2-yl]-methyl ester